C1(CCCC1)OC1=C(C=CC(=C1)[N+](=O)[O-])F 2-(cyclopentyloxy)-1-fluoro-4-nitrobenzene